dicyclohexylphosphine palladium methanesulfonate CS(=O)(=O)[O-].[Pd+2].C1(CCCCC1)PC1CCCCC1.CS(=O)(=O)[O-]